OC[C@H](C[C@H]1C(NCC1)=O)NC([C@H](CC(C)C)NC(OC(CC1=CC=CC=C1)(C)C)=O)=O 2-methyl-1-phenylpropan-2-yl ((S)-1-(((S)-1-hydroxy-3-((S)-2-oxopyrrolidin-3-yl)propan-2-yl)amino)-4-methyl-1-oxopentan-2-yl)carbamate